C[C@]12[C@H]3CC[C@@]4([C@H](CC[C@H]4[C@@H]3CCC2C[C@H](CC1)N1N=NC=C1)C1=CC=C2C=CN=CC2=C1)C 7-((3S,8R,9S,10S,13S,14S,17S)-10,13-dimethyl-3-(1H-1,2,3-triazol-1-yl)hexadecahydro-1H-cyclopenta[a]phenanthren-17-yl)isoquinoline